5,10,15,20-tetrakis(4-bromophenyl)porphyrin BrC1=CC=C(C=C1)C=1C2=CC=C(N2)C(=C2C=CC(C(=C3C=CC(=C(C=4C=CC1N4)C4=CC=C(C=C4)Br)N3)C3=CC=C(C=C3)Br)=N2)C2=CC=C(C=C2)Br